3-(4-methoxyphenyl)-5-(3-(1-((4-methyl-4H-1,2,4-triazol-3-yl)thio)ethyl)phenyl)isoxazole COC1=CC=C(C=C1)C1=NOC(=C1)C1=CC(=CC=C1)C(C)SC1=NN=CN1C